CCONCC1=CC=C(CN2C(C(=C(C=C2C)OCC2=C(C=C(C=C2)F)F)Br)=O)C=C1 1-[4-((2-ethoxy)aminomethyl)benzyl]-3-bromo-4-[(2,4-difluorobenzyl)oxy]-6-methylpyridin-2(1H)-one